Diphenyl-naphthyl-phosphine oxide C1(=CC=CC=C1)P(C1=CC=CC2=CC=CC=C12)(C1=CC=CC=C1)=O